3-methyl-5-(oxetan-3-yloxy)-1H-indole CC1=CNC2=CC=C(C=C12)OC1COC1